C(C)OC(=O)C=1C=C(C2=C(C(CO2)C2=CC=CC=C2)C1)C(NC)=O Ethyl-7-(methylcarbamoyl)-3-phenyl-2,3-dihydrobenzofuran-5-carboxylate